trans-4-(3,4-dihydroisoquinolin-2(1H)-yl)-1-(6-((3-(pyrrolidin-1-yl)phenyl)amino)pyrimidin-4-yl)piperidin-3-ol C1N(CCC2=CC=CC=C12)[C@H]1[C@@H](CN(CC1)C1=NC=NC(=C1)NC1=CC(=CC=C1)N1CCCC1)O